O=C1NC(CCC1N1CC2=CC=C(C=C2C1=O)CNC(OCC1CC(C1)OCC)=O)=O (3-ethoxycyclobutyl)methyl N-{[2-(2,6-dioxopiperidin-3-yl)-3-oxo-2,3-dihydro-1H-isoindol-5-yl]methyl}carbamate